N-butyl palmitate CCCCCCCCCCCCCCCC(=O)OCCCC